C(C)(=O)C=1C=C(C=CC1)C1=CC(=C(N1CC1=CC(=C(C=C1)S(N(CC1=CC=C(C=C1)OC)CC1=CC=C(C=C1)OC)(=O)=O)F)CC1CC1)C=1SC(=C(N1)C(=O)OCC)C ethyl 2-[5-(3-acetylphenyl)-1-[[4-[bis[(4-methoxyphenyl) methyl] sulfamoyl]-3-fluoro-phenyl] methyl]-2-(cyclopropylmethyl) pyrrol-3-yl]-5-methyl-thiazole-4-carboxylate